3-(4-hydroxy-3-nitrophenyl)propionic acid OC1=C(C=C(C=C1)CCC(=O)O)[N+](=O)[O-]